ClC=1N=CC=2C(CCCC2C1)=NS(=O)C(C)(C)C N-(3-chloro-6,7-dihydroisoquinolin-8(5H)-ylidene)-2-methylpropane-2-sulfinamide